C(C1=CC=CC=C1)N(C(=O)N1[C@H]2[C@H](N(C[C@@H]1CC2)C(N(C2=CC=CC=C2)C2=CC=CC=C2)=O)C(=O)O)CC2CC2 (1R,2S,5S)-8-(benzyl(cyclopropylmethyl)carbamoyl)-3-(diphenylcarbamoyl)-3,8-diazabicyclo[3.2.1]octane-2-carboxylic acid